C1(=CC=CC=C1)N1C(CC(CC1)C1=CC=CC=C1)C=1C(N(C(C1)=O)C1=CC=CC=C1)=O 3-(1,4-Diphenylpiperidin-2-yl)-1-phenyl-1H-pyrrole-2,5-dione